C(C1=CC=CC=C1)O[C@@](C(=O)NNC(=O)C1=NC(=C(C=C1NC(OC(C)(C)C)=O)C(F)(F)F)Br)(CCCCC1OCCO1)C(F)(F)F tert-butyl N-[2-[[[(2R)-2-benzyloxy-6-(1,3-dioxolan-2-yl)-2-(trifluoromethyl)hexanoyl]amino]carbamoyl]-6-bromo-5-(trifluoromethyl)-3-pyridyl]carbamate